N2,N4-di-sec-butyl-6-(6-(trifluoromethyl)pyridin-2-yl)-1,3,5-triazine-2,4-diamine C(C)(CC)NC1=NC(=NC(=N1)NC(C)CC)C1=NC(=CC=C1)C(F)(F)F